IC1=C(C=C(C(=O)OC)C=C1)NC[C@H]1OCC1 methyl (S)-4-iodo-3-((oxetan-2-ylmethyl)amino)benzoate